5-chloro-6-(tetrahydrofuran-2-yl)pyridin-3-amine ClC=1C=C(C=NC1C1OCCC1)N